C(C(=O)O)(=O)O.C(C)(C)(C)OC(=O)N1CC2(C1)CNC2.OC2CCC(CC2)C=2C(=NC(=CC2)N2C=NC=C2)C(=O)N ((1r,4r)-4-hydroxycyclohexyl)-6-(1H-imidazol-1-yl)pyridinecarboxamide tert-Butyl-2,6-diazaspiro[3.3]heptane-2-carboxylate oxalate